3,6,9,12-tetraoxapentadecan-15-one hydrochloride Cl.CCOCCOCCOCCOCCC=O